ClC1=C(C(=C(C=C1OC)OC)Cl)N1CC2=C(C=3C(=CC=NC13)C)N=C(N=C2)N[C@@H]2COCC[C@@H]2NC(C=C)=O N-((3S,4S)-3-((6-(2,6-dichloro-3,5-dimethoxyphenyl)-10-methyl-5,6-dihydropyrimido[5,4-c][1,8]naphthyridin-2-yl)amino)tetrahydro-2H-pyran-4-yl)acrylamide